C1(CC1)C(C)N1N=CC(=C1)B1OC(C(O1)(C)C)(C)C 1-(1-cyclopropylethyl)-4-(4,4,5,5-tetramethyl-1,3,2-dioxaborolan-2-yl)-1H-pyrazole